BrC=1C(=C2C(N(C=NC2=CC1)C1CC1)=O)C 6-Bromo-3-cyclopropyl-5-methylquinazolin-4(3H)-one